N1=CC(=CC=C1)/C=C/CC(=O)NC1=CC=C(C(=O)NC2=C(C=C(C=C2)C(F)(F)F)N)C=C1 4-((E)-4-(pyridin-3-yl)but-3-enamido)-N-(2-amino-4-(trifluoromethyl)phenyl)benzamide